CC1=C(CN2C=C(C3=CC(=CC=C23)C2=NN=NN2)C=O)C=CC=C1 1-(2-methylbenzyl)-5-(1H-tetrazol-5-yl)-1H-indole-3-carbaldehyde